COC(=O)[C@H]1N(C[C@H](C1)F)C(C1=C(C=C(C(=C1)OC)OCC1=CC=CC=C1)[N+](=O)[O-])=O (2S,4S)-1-(4-(benzyloxy)-5-methoxy-2-nitrobenzoyl)-4-fluoropyrrolidine-2-carboxylic acid methyl ester